ClC=1C=C(C2=C([C@@H](CO2)O)C1)S(=O)(=O)NC1=C(C(=CC=C1)C=1C=C2C=NC(=NC2=C(C1)CC)NC1CCN(CC1)CC)F (3S)-5-chloro-N-(3-{8-ethyl-2-[(1-ethylpiperidin-4-yl)amino]quinazolin-6-yl}-2-fluorophenyl)-3-hydroxy-2,3-dihydro-1-benzofuran-7-sulfonamide